2-((3-(2-((2-methoxyphenyl)amino)-7-oxo-5-((triisopropylsilyl)ethynyl)pyrido[2,3-d]pyrimidin-8(7H)-yl)phenyl)amino)-2-oxoethyl acetate C(C)(=O)OCC(=O)NC1=CC(=CC=C1)N1C(C=C(C2=C1N=C(N=C2)NC2=C(C=CC=C2)OC)C#C[Si](C(C)C)(C(C)C)C(C)C)=O